(3S,6R,7R)-12-hydroxy-6-methoxy-3-methyl-1,11-dioxo-N-(2,4,6-trifluorobenzyl)-1,4,5,6,7,11-hexahydro-3H-2,7-methanopyrido[1,2-a][1,4]diazonine-10-carboxamide OC=1C(C(=CN2C1C(N1[C@H](CC[C@H]([C@H]2C1)OC)C)=O)C(=O)NCC1=C(C=C(C=C1F)F)F)=O